[Si](C)(C)(C(C)(C)C)OCCCOC1=C(C=CC(=C1)C(N)=O)NC/C=C/CNC(OC(C)(C)C)=O tert-butyl (E)-(4-((2-(3-((tert-butyldimethylsilyl)oxy)propoxy)-4-carbamoylphenyl)amino)but-2-en-1-yl)carbamate